(R)-(1-(4-fluorophenyl)-6-(m-tolylsulfonyl)-4,4a,5,6,7,8-hexahydro-1H-pyrazolo[3,4-g]isoquinolin-4a-yl)(1-methyl-1H-imidazol-2-yl)methanone FC1=CC=C(C=C1)N1N=CC2=C1C=C1CCN(C[C@]1(C2)C(=O)C=2N(C=CN2)C)S(=O)(=O)C=2C=C(C=CC2)C